NCC(=O)NC1=CC=C(C=C1)S(NC(CC1=CC(=CC=C1)C(N)=N)C=1SC2=C(N1)C=CC(=C2)OC)(=O)=O 2-amino-N-[4-[[2-(3-carbamimidoylphenyl)-1-(6-methoxy-1,3-benzothiazol-2-yl)ethyl]sulfamoyl]phenyl]acetamide